CO[C@@H]1CC[C@H](CC1)NC1=NN2C(C=N1)=C(C=C2)C=2C=NC=1N(C2)C(=CN1)C N-(trans-4-methoxycyclohexyl)-5-(3-methylimidazo[1,2-a]pyrimidin-6-yl)pyrrolo[2,1-f][1,2,4]triazin-2-amine